ethyl 2-(ethylamino)-4-(hydroxymethyl)thiazole-5-carboxylate C(C)NC=1SC(=C(N1)CO)C(=O)OCC